BrC=1C=C(C=C2C(N(C(C12)=O)C1C(NC(CC1)=O)=O)=O)C=1C(=C(C=CC1)S(=O)(=O)N)OC(F)(F)F (7-bromo-2-(2,6-dioxopiperidin-3-yl)-1,3-dioxoisoindolin-5-yl)-2-(trifluoromethoxy)benzenesulfonamide